BrC1=C(C(=C(C(=C1C)Br)Br)CCCC)Br 1,2,4,5-tetrabromo-3-butyl-6-methylbenzene